2,3-dihydropyrrolizine-1-one C1(CCN2C=CC=C12)=O